8-amino-N-(cyclopropylmethyl)-5-(4-(1-(2-methoxyethyl)-1H-pyrazole-4-yl)phenyl)-1,7-naphthyridine-3-carboxamide NC=1N=CC(=C2C=C(C=NC12)C(=O)NCC1CC1)C1=CC=C(C=C1)C=1C=NN(C1)CCOC